C1(CCC2=CC=CC=C12)=NO dihydro-1H-inden-1-one oxime